(±)-5-benzyl-N-(1-methyl-7-(1-methyl-1H-pyrazol-5-yl)-2-oxo-1,2,3,4-tetrahydro-[1,4]diazepino[3,2,1-hi]indol-3-yl)-oxazole-2-carboxamide C(C1=CC=CC=C1)C1=CN=C(O1)C(=O)N[C@H]1C(N(C=2C=CC=C3C(=CN(C23)C1)C1=CC=NN1C)C)=O |r|